3-((1S,3R)-1-biphenyl-4-ylmethyl-3-ethoxycarbonyl-1-butylcarbamoyl)-propionat C1(=CC=C(C=C1)C[C@H](C[C@@H](C)C(=O)OCC)NC(=O)CCC(=O)[O-])C1=CC=CC=C1